1-(1-isopropylpiperidin-4-yl)-6-methyl-5-(8-methyl-[1,2,4]triazolo[1,5-a]pyridin-6-yl)-1,3-dihydro-2H-benzo[d]imidazol-2-one C(C)(C)N1CCC(CC1)N1C(NC2=C1C=C(C(=C2)C=2C=C(C=1N(C2)N=CN1)C)C)=O